α-Methyl-L-tyrosin C[C@](N)(CC1=CC=C(C=C1)O)C(=O)O